diethyl 2-[2-[2-(5-chloro-1H-indol-3-yl)ethylamino]-2-oxo-ethyl]propanedioate ClC=1C=C2C(=CNC2=CC1)CCNC(CC(C(=O)OCC)C(=O)OCC)=O